2-methyl-N-methylpyridinium CC1=[N+](C=CC=C1)C